mono-stearoyl-ethylenediamine C(CCCCCCCCCCCCCCCCC)(=O)NCCN